C=1N=CN2C1C1=CC=CC=C1[C@H]2[C@H]2[C@H](C(OC2(C)C)(C)C)O (3R,4S)-4-((R)-5H-Imidazo[5,1-a]isoindol-5-yl)-2,2,5,5-tetramethyltetrahydrofuran-3-ol